NC1CCC(CC1)NC1=CC(=NC=C1C1=NN(C=C1)C(C)C)NC1=CC=C2C(=N1)N(N=C2)C(C)C N4-((1s,4s)-4-Aminocyclohexyl)-5-(1-isopropyl-1H-pyrazol-3-yl)-N2-(1-isopropyl-1H-pyrazolo[3,4-b]pyridin-6-yl)pyridine-2,4-diamine